BrC=1C(=CC2=C(N(C(C(CS2)CC)=O)C2=CC=CC=C2)C1)OC 7-bromo-3-ethyl-8-methoxy-5-phenyl-2,3-dihydro-1,5-benzothiazepine-4(5H)-one